(Z)-5-Decenyl acetate C(C)(=O)OCCCC\C=C/CCCC